N[C@@H]1CN(CC[C@@H]1C(=O)N)C(=O)C1=CC2=C(N(C(=N2)C=2N(C3=CC=CC=C3C2)CC)C)C=C1 |r| (+/-)-cis-3-Amino-1-(2-(1-ethyl-1H-indol-2-yl)-1-methyl-1H-benzo[d]imidazole-5-carbonyl)piperidine-4-carboxamide